(4-isobutyl-phenyl)-propionic acid C(C(C)C)C1=CC=C(C=C1)C(C(=O)O)C